2,4,6,8,10-penta(2-(3,4-epoxycyclohexyl)ethyl)-2,4,6,8,10-pentamethylcyclopentasiloxane C1(CC2C(CC1)O2)CC[Si]2(O[Si](O[Si](O[Si](O[Si](O2)(C)CCC2CC1C(CC2)O1)(C)CCC1CC2C(CC1)O2)(C)CCC2CC1C(CC2)O1)(C)CCC1CC2C(CC1)O2)C